(E)-7-(4-methoxybenzylidene)-8-oxo-5,6,7,8-tetrahydronaphthalene-2-carboxylic acid COC1=CC=C(\C=C\2/CCC=3C=CC(=CC3C2=O)C(=O)O)C=C1